tert-butyl-2-(2-bromo-1,3-benzothiazol-5-yl)-5-methyl-piperidine C(C)(C)(C)N1C(CCC(C1)C)C=1C=CC2=C(N=C(S2)Br)C1